BrC1=C(CCC2=NC=3N(C(N(C(C3N2)=O)CC#C)=O)CCCCCCP(O)(O)=O)C=CC=C1 (6-(8-(2-Bromophenethyl)-2,6-dioxo-1-(prop-2-yn-1-yl)-1,2,6,7-tetrahydro-3H-purin-3-yl)hexyl)phosphonic acid